C1(=CC=CC2=CC=CC=C12)C(=O)N 1-naphthalamide